6-bromo-8-fluoro-2,2-dimethyl-2,3-dihydrobenzo[4,5]imidazo[2,1-b]oxazole BrC1=CC2=C(N=C3OC(CN32)(C)C)C(=C1)F